(R)-N-(1-(3-amino-5-(trifluoromethyl)phenyl)ethyl)-2-methyl-6-morpholino-1,8-naphthyridin-4-amine NC=1C=C(C=C(C1)C(F)(F)F)[C@@H](C)NC1=CC(=NC2=NC=C(C=C12)N1CCOCC1)C